(R)-5-methyl-3-(3-(1-(4-methyl-4H-1,2,4-triazol-3-yl)propan-2-yl)phenyl)-1H-pyrazolo[4,3-b]Pyridine CC1=CC=C2C(=N1)C(=NN2)C2=CC(=CC=C2)[C@@H](CC2=NN=CN2C)C